(1S,2R)-1-((2,4,6-trimethylphenyl)sulfonamido)-2,3-dihydro-1H-inden-2-yl (S)-3-fluoro-5-(2-hydroxypropan-2-yl)thiophene-2-sulfinate FC1=C(SC(=C1)C(C)(C)O)[S@@](=O)O[C@H]1[C@H](C2=CC=CC=C2C1)NS(=O)(=O)C1=C(C=C(C=C1C)C)C